O1C(=CC=C1)CNC(C1=C(C=CC=C1)NCC(NC1=CC=C(C=C1)N1CCCCC1)=O)=O N-(furan-2-ylmethyl)-2-((2-oxo-2-((4-(piperidin-1-yl)phenyl)amino)ethyl)amino)benzamide